C(C=C)(=O)NC=1C=C2C(=NC=NC2=CC1OCCCN1CCOCC1)NC1=CC(=C(C=C1)F)Cl 6-acrylamido-N-(3-chloro-4-fluorophenyl)-7-(3-morpholinylpropoxy)-quinazolin-4-amine